methyl 2-(chloromethyl)-1-methyl-1H-imidazole-5-carboxylate ClCC=1N(C(=CN1)C(=O)OC)C